(R,S)-butyl 3,4-dimethylcyclohex-3-enecarboxylate CC=1C[C@@H](CCC1C)C(=O)OCCCC